2-bromo-4-cyclopropylbenzoic acid BrC1=C(C(=O)O)C=CC(=C1)C1CC1